NC1=C(C=CC(=C1)NCC1=CC=C(C=C1)F)NC(=O)OCC 2-amino-4-(4-fluorobenzylamino)-1-ethoxycarbonylaminobenzene